2,6-dicarboxynaphthalene C(=O)(O)C1=CC2=CC=C(C=C2C=C1)C(=O)O